C1CCCC2CCCCC12 (4as,8as)-decalin